ClC1=CC=C(C=C1)N1C(=CC2=CC=C(C=C12)CO)C (1-(4-chlorophenyl)-2-methyl-1H-indol-6-yl)methanol